N-[(3,5-difluoropyridin-2-yl)methyl]-2-[4-(8-fluoro-3,4-dihydroisoquinolin-2(1H)-yl)piperidin-1-yl]-1,3-thiazole-5-carboxamide FC=1C(=NC=C(C1)F)CNC(=O)C1=CN=C(S1)N1CCC(CC1)N1CC2=C(C=CC=C2CC1)F